CN(C(=O)C=1NN=C2C1CN(CC2)C(=O)C=2NC1=CC=C(C(=C1C2)C)F)C2(CC2)C2=CC=C(C(=O)O)C=C2 4-{1-[N-methyl-5-(5-fluoro-4-methyl-1H-indole-2-carbonyl)-2H,4H,5H,6H,7H-pyrazolo[4,3-c]pyridine-3-amido]cyclopropyl}benzoic acid